5-bromo-3-methyl-1-phenyl-1H-1,2,4-triazole BrC1=NC(=NN1C1=CC=CC=C1)C